C(C1=CC=CC=C1)N1C(C(=CC(=C1)C(=O)N[C@H]1[C@H](CCCC1)O)C(=O)NC)=O |r| (+/-)-1-benzyl-N5-((cis)-2-hydroxycyclohexyl)-N3-methyl-2-oxo-1,2-dihydropyridine-3,5-dicarboxamide